tert-butyl 3-(6-(pyridazin-4-yl)pyrrolo[1,2-b]pyridazin-4-yl)-3,8-diazabicyclo[3.2.1]octane-8-carboxylate N1=NC=C(C=C1)C=1C=C2N(N=CC=C2N2CC3CCC(C2)N3C(=O)OC(C)(C)C)C1